N1(N=CN=C1)C1=C(C=NC=C1)\C=C(/C#N)\C1=CNC2=CC=C(C=C12)Cl (Z)-3-(4-(1H-1,2,4-triazol-1-yl)pyridin-3-yl)-2-(5-chloro-1H-indol-3-yl)-acrylonitrile